C(C)OC(CC(=O)O)=O (E)-3-ethoxy-3-oxopropanoic acid